N1C(=NC2=C1C=CC=C2)CNC2=NC(=NC=1N2N=CC1C1=CC=CC=C1)N1CCOCC1 N-[(1H-benzimidazol-2-yl)methyl]-2-(morpholin-4-yl)-8-phenylpyrazolo[1,5-a][1,3,5]triazin-4-amine